rac-4-nitro-3-(((7,9,9-trimethyl-1,4-dioxaspiro[4.5]decan-7-yl)methyl)amino)benzonitrile [N+](=O)([O-])C1=C(C=C(C#N)C=C1)NC[C@]1(CC2(OCCO2)CC(C1)(C)C)C |r|